(E)-4-methoxy-6-(1-(1-((1-(4-(piperidin-1-yl)but-2-enoyl)azetidin-3-yl)methyl)azetidin-3-yl)-1H-pyrazol-4-yl)pyrazolo[1,5-a]pyridine-3-carbonitrile COC=1C=2N(C=C(C1)C=1C=NN(C1)C1CN(C1)CC1CN(C1)C(\C=C\CN1CCCCC1)=O)N=CC2C#N